2,6-dihydroxydibenzo-p-dioxan OC1=CC2=C(OC3=C(O2)C=CC=C3O)C=C1